tert-butyl ((6-bromoisochroman-1-yl)methyl)(methyl)carbamate BrC=1C=C2CCOC(C2=CC1)CN(C(OC(C)(C)C)=O)C